ClC=1C=C(NC2=NC=C(C(=N2)N[C@H](CO)C2=CC=CC=C2)C(=O)OCC)C=CC1C(NC)=O ethyl 2-[3-chloro-4-(methylcarbamoyl)anilino]-4-[[(1S)-2-hydroxy-1-phenyl-ethyl]amino]pyrimidin-5-carboxylate